FC(C(=O)N1C[C@@H]([C@@H](C1)NC=1N=NC(=C2C1N=CC=C2)C2=CC=C(C=C2)C(F)(F)F)F)=C 2-fluoro-1-((3S,4R)-3-fluoro-4-((5-(4-(trifluoromethyl)phenyl)pyrido[2,3-d]pyridazin-8-yl)amino)pyrrolidin-1-yl)prop-2-en-1-one